2-[4-(2-hydroxyethyl)-1-piperazineyl]ethanesulfonic acid OCCN1CCN(CC1)CCS(=O)(=O)O